COC(C1=C(C=C(C=C1)N(C=1OC(=NN1)C)C)C1=CC(=NC=C1OC)C(F)F)=O.BrC1=NC=C(C=C1)O[Si](C)(C)C(C)(C)C 2-bromo-5-[(tert-butyldimethylsilyl)oxy]pyridine methyl-2-(2-(difluoromethyl)-5-methoxypyridin-4-yl)-4-(methyl(5-methyl-1,3,4-oxadiazol-2-yl)amino)benzoate